C(CCC)[C@]1(CS(C2=C(N(C1)C1=CC=CC=C1)C=C(C(=C2)OCCC(=O)O)OC)(=O)=O)CC |r| racemic-3-((3-butyl-3-ethyl-7-methoxy-1,1-dioxo-5-phenyl-2,3,4,5-tetrahydro-1,5-benzothiazepin-8-yl)oxy)propionic acid